1-((1S,3R)-5-(1-cyclopropyl-1H-pyrazol-4-yl)-3-(hydroxymethyl)-1-methyl-3,4-dihydroisoquinolin-2(1H)-yl)-2-(2,6-dichlorophenyl)ethan-1-one C1(CC1)N1N=CC(=C1)C1=C2C[C@@H](N([C@H](C2=CC=C1)C)C(CC1=C(C=CC=C1Cl)Cl)=O)CO